(2-((s)-2,2-dimethylcyclopropanecarbonyl)-8-(hydroxymethyl)-2,6-diazaspiro[3.4]octan-6-yl)(thiazol-5-yl)methanone CC1([C@H](C1)C(=O)N1CC2(C1)CN(CC2CO)C(=O)C2=CN=CS2)C